2-(6-(hydroxymethyl)-2,2,7-trimethyl-2H-chromen-5-yloxy)-1-(2-(phenyloxy)-4-ethoxyphenyl)ethanone OCC=1C(=C2C=CC(OC2=CC1C)(C)C)OCC(=O)C1=C(C=C(C=C1)OCC)OC1=CC=CC=C1